C(=O)(O)COC1=CC=C(C=C1)C=1C2=CC=C(N2)C(=C2C=CC(C(=C3C=CC(=C(C=4C=CC1N4)C4=CC=C(C=C4)OCC(=O)O)N3)C3=CC=C(C=C3)OCC(=O)O)=N2)C2=CC=C(C=C2)OCC(=O)O 5,10,15,20-tetrakis(4-carboxymethoxyphenyl)-21H,23H-porphine